BrC=1C=C(C=CC1)[Na] 3-bromophenyl-sodium